COC=1C(=CC(=C(C1)N1CCC(CC1)CN1CCC2(CC1)CCNCC2)C=2C=NN(C2)C)[N+](=O)[O-] 3-((1-(5-methoxy-2-(1-methyl-1H-pyrazol-4-yl)-4-nitrophenyl)piperidin-4-yl)methaneyl)-3,9-diazaspiro[5.5]undecane